1-(3-bromo-2-methylphenyl)-3-(2-chloroethyl)urea BrC=1C(=C(C=CC1)NC(=O)NCCCl)C